2-(6-(((1S,4S,5R)-1,2-dimethyl-2-azabicyclo[2.2.1]heptan-5-yl)oxy)pyridazin-3-yl)-5-(1H-imidazol-1-yl)phenol C[C@@]12N(C[C@@H]([C@@H](C1)OC1=CC=C(N=N1)C1=C(C=C(C=C1)N1C=NC=C1)O)C2)C